COC(/C(=C/OC)/OC1=C(C=CC(=C1)N1N=CC(=N1)C(F)(F)F)C)=O (Z)-3-methoxy-2-[2-methyl-5-[4-(trifluoromethyl)triazol-2-yl]phenoxy]prop-2-enoic acid methyl ester